FC1=C(C(=O)N)C=C(C(=C1)NC1=NC=C2N(C(N(C2=N1)C1CC(CCC1)(C)O)=O)C)C 2-fluoro-4-((9-(3-hydroxy-3-methylcyclohexyl)-7-methyl-8-oxo-8,9-dihydro-7H-purin-2-yl)amino)-5-methylbenzamide